OC=1C=C(C=CC1C=1N=NC(=CC1)N([C@@H]1C[C@]2(CC[C@@H](C1)N2)C)C)/C=C/C(=O)NC (E)-3-(3-hydroxy-4-(6-(methyl((1R,3S,5S)-1-methyl-8-azabicyclo[3.2.1]octan-3-yl)amino)pyridazin-3-yl)phenyl)-N-methylacrylamide